OC1=CC=C2C(C(=COC2=C1)C1=CC=C(C=C1)[O-])=O 4-(7-hydroxy-4-oxo-4H-chromen-3-yl)phenolate